1-methyl-4-ethylbenzene CC1=CC=C(C=C1)CC